N-((1-acryloylpiperidin-4-yl)methyl)-4-((4-((2-(dimethylphosphoryl)phenyl)amino)-5-(trifluoromethyl)pyrimidin-2-yl)amino)-3-methoxybenzamide C(C=C)(=O)N1CCC(CC1)CNC(C1=CC(=C(C=C1)NC1=NC=C(C(=N1)NC1=C(C=CC=C1)P(=O)(C)C)C(F)(F)F)OC)=O